(1-phenylvinyl)phosphinic acid C1(=CC=CC=C1)C(=C)P(O)=O